C(C)(C)(C)NC(=O)C1CCN(CC1)C1C[C@H]2CC[C@@H](C1)N2C2=NC(=NO2)C(F)(F)F N-(tert-butyl)-1-((1R,3r,5S)-8-(3-(trifluoromethyl)-1,2,4-oxadiazol-5-yl)-8-azabicyclo[3.2.1]octan-3-yl)piperidine-4-carboxamide